ON=CC12CCC(CC1)N2C(=O)OC(C)(C)C tert-butyl 1-((hydroxyimino)methyl)-7-azabicyclo[2.2.1]heptane-7-carboxylate